CS(=O)(=O)C=1C=NC(=NC1)N1C[C@H](N([C@H](C1)C)C(=O)OC1(CC2(CN(C2)CC2=CC=CC=C2)C1)C)C 2-benzyl-6-methyl-2-azaspiro[3.3]heptan-6-yl (2R,6S)-4-(5-methane-sulfonylpyrimidin-2-yl)-2,6-dimethylpiperazine-1-carboxylate